C1CC12CCN(CC2)C2=C(C=1CCCC1C=C2)C(=O)N 5-(6-azaspiro[2.5]oct-6-yl)-2,3-dihydro-1H-indene-4-carboxamide